4-bromo-6-chloro-3-methyl-1-(2-trimethylsilylethoxymethyl)benzimidazol-2-one tert-butyl-N-[6-[4-(4-benzyloxy-2,3-difluoro-phenyl)-3-methyl-pyrazol-1-yl]-3-pyridyl]carbamate C(C)(C)(C)OC(NC=1C=NC(=CC1)N1N=C(C(=C1)C1=C(C(=C(C=C1)OCC1=CC=CC=C1)F)F)C)=O.BrC1=CC(=CC=2N(C(N(C21)C)=O)COCC[Si](C)(C)C)Cl